6-((5-chloro-2-((2S,6R)-2,6-dimethylmorpholino)pyridin-4-yl)amino)-1-methyl-4-((1-(pyrimidin-2-yl)ethyl)amino)quinolin-2(1H)-one ClC=1C(=CC(=NC1)N1C[C@@H](O[C@@H](C1)C)C)NC=1C=C2C(=CC(N(C2=CC1)C)=O)NC(C)C1=NC=CC=N1